(S)-5-(5-methyl-3,4,5,6-tetrahydropyridin-2-yl)-2-(pyridin-2-yl)benzo[d]thiazole C[C@H]1CCC(=NC1)C=1C=CC2=C(N=C(S2)C2=NC=CC=C2)C1